FC(=C(Cl)Br)F 1,1-difluoro-2-bromo-2-chloroethylene